1-amino-3,4-dihydroxybenzene NC1=CC(=C(C=C1)O)O